(S)-2-(tert-butoxy)-2-(7-(4-chlorophenyl)-5-methyl-2-(1-(methyl-d3)-3-(1-(oxetan-3-yl)piperidin-4-yl)-1H-pyrazolo[4,3-b]pyridin-5-yl)benzo[d]thiazol-6-yl)acetic acid C(C)(C)(C)O[C@H](C(=O)O)C1=C(C2=C(N=C(S2)C2=CC=C3C(=N2)C(=NN3C([2H])([2H])[2H])C3CCN(CC3)C3COC3)C=C1C)C1=CC=C(C=C1)Cl